(S)-3-((R)-(((S or R)-2-(4-cyanophenyl)propyl)amino)(phenyl)methyl)-N,N-dimethyl-2,3-dihydro-1H-pyrido[2,3-b][1,4]oxazine-7-carboxamide C(#N)C1=CC=C(C=C1)[C@@H](CN[C@@H]([C@@H]1CNC2=C(O1)N=CC(=C2)C(=O)N(C)C)C2=CC=CC=C2)C |o1:8|